(E)-N-(4-methylpent-2-yl)-3H-phenothiazine-3-imine CC(CC(C)/N=C/1\C=CC2=NC3=CC=CC=C3SC2=C1)C